N-[6-(hydroxymethyl)piperidin-3-yl]carbamic acid tert-butyl ester C(C)(C)(C)OC(NC1CNC(CC1)CO)=O